CN1N=CC=2C=NC(=CC21)C2(CCC(CC2)NC2=CC=CC=1N2C=C(N1)C(F)(F)F)N 1-(1-methyl-1H-pyrazolo[4,3-c]pyridin-6-yl)-N4-(2-(trifluoromethyl)imidazo[1,2-a]pyridin-5-yl)cyclohexane-1,4-diamine